C=C(C(CO)O)CO 3-Methylene-1,2,4-butanetriol